C1(=CC=C(C=C1)N=C=O)N=C=O 1,4-phenylenediisocyanate